2-Hydroxyethyl lactate C(C(O)C)(=O)OCCO